CN(CCN(C(CCCCC(=O)OC)=O)C(CCCCCC(=O)OCC(CCCCCCCC)CCCCCC)CCCCCC(=O)OCC(CCCCCCCC)CCCCCC)C BIS(2-HEXYLDECYL) 7-(N-(2-(DIMETHYLAMINO)ETHYL)-6-METHOXY-6-OXOHEXANAMIDO)TRIDECANEDIOATE